OC(C(=O)O)CCCCCCCCCCCC monohydroxymyristic acid